4-(1-(6-methyl-1-(4-(trifluoromethyl)benzyl)-2,3-dihydro-1H-imidazo[1,2-b]pyrazole-7-carboxamido)cyclopropyl)benzoic Acid CC=1C(=C2N(N1)CCN2CC2=CC=C(C=C2)C(F)(F)F)C(=O)NC2(CC2)C2=CC=C(C(=O)O)C=C2